4-(4-(tert-butyl)phenyl)-9-fluoroimidazo[1,2-a]quinoxaline-7-carboxylic acid C(C)(C)(C)C1=CC=C(C=C1)C=1C=2N(C3=C(C=C(C=C3N1)C(=O)O)F)C=CN2